C(C)(CC)Cl secondary butyl chloride